O[C@H]1C[C@@H](CC1)C(=O)OC |r| rac-methyl (1RS,3RS)-3-hydroxycyclopentane-1-carboxylate